BrC1=CC=C(C=C1)C=1NC(SC1)N/N=C/C=1N=C(C=2N(C3=CC=CC=C3C2C1)C)C 4-(4-Bromophenyl)-2-(((E)-(1,9-dimethyl-β-carbolin-3-yl)methylene)hydrazino)-2,3-dihydrothiazole